ClC=1C(=NC(=NC1)NC1CCOCC1)C1=CC=C2CN(C(C2=C1)=O)CC(=O)NC(C)(C)C1CC1 2-(6-{5-chloro-2-[(oxan-4-yl)amino]pyrimidin-4-yl}-1-oxo-2,3-dihydro-1H-isoindol-2-yl)-N-(2-cyclopropylpropan-2-yl)acetamide